NC1=C(C=2C(=NC=C(C2S1)F)C=1C2=C(C=3C=NC(=NC3C1F)OC[C@H]1N(C[C@@H](C1)F)C)COC2)C#N 2-Amino-7-fluoro-4-[5-fluoro-3-[[(2S,4R)-4-fluoro-1-methyl-pyrrolidin-2-yl]methoxy]-7,9-dihydrofuro[3,4-f]quinazolin-6-yl]thieno[3,2-c]pyridine-3-carbonitrile